1,3,5-tris(4-t-butyl-3-hydroxy-2,5,6-trimethylbenzyl)-1,3,5-triazine C(C)(C)(C)C1=C(C(=C(CN2CN(CN(C2)CC2=C(C(=C(C(=C2C)C)C(C)(C)C)O)C)CC2=C(C(=C(C(=C2C)C)C(C)(C)C)O)C)C(=C1C)C)C)O